7-(2,3-dihydro-1H-inden-2-yl)-2-(hydroxymethyl)-N-(isoquinolin-6-yl)-5-methyl-4,7-dihydropyrazolo[1,5-a]pyrimidine-6-carboxamide C1C(CC2=CC=CC=C12)C1C(=C(NC=2N1N=C(C2)CO)C)C(=O)NC=2C=C1C=CN=CC1=CC2